(3R)-1-(1-((5-Chloropyridin-2-yl)methyl)-6-fluoro-1H-benzimidazol-2-yl)-4,4-difluoropiperidin-3-amin ClC=1C=CC(=NC1)CN1C(=NC2=C1C=C(C=C2)F)N2C[C@H](C(CC2)(F)F)N